COC1=CC=C(C=C1)C(COC1=CC=CC=C1)O 1-(4-methoxyphenyl)-2-phenoxyethane-1-ol